C(C(=O)O)(=O)O.C(C)(C)(C)OC(=O)C=1NC=CC1.N1C(=CC=C1)C(=O)OC(C)(C)C pyrrole-2-carboxylic acid tert-butyl ester hemi-oxalate